7-(4,4,5,5-tetramethyl-1,3,2-dioxaborol-2-yl)-[1,2,4]triazolo[1,5-a]pyridine CC1(OB(OC1(C)C)C1=CC=2N(C=C1)N=CN2)C